((1S,6R,7R)-3-(3-(4-chloro-1H-indol-5-yl)-1H-pyrazolo[3,4-b]pyrazin-6-yl)-7-(2-fluorophenyl)-3-azabicyclo[4.1.0]heptan-7-yl)methanamine ClC1=C2C=CNC2=CC=C1C1=NNC2=NC(=CN=C21)N2C[C@@H]1[C@]([C@@H]1CC2)(C2=C(C=CC=C2)F)CN